C1(CCCC1)N(C1=CC=C(C=C1)[C@@H]1NCCC[C@@H]1C(=O)NC1=CC(=C(C=C1)C)C(F)(F)F)C=1C2=C(N=CN1)C=NC=C2 (2R,3S)-2-[4-[cyclopentyl-(pyrido[3,4-d]pyrimidin-4-yl)amino]phenyl]-N-[4-methyl-3-(trifluoromethyl)phenyl]piperidine-3-carboxamide